(3R,5R)-1-{2-[6-(1,3-benzoxazol-4-yl)-1-(cyclopropylmethyl)-1H-pyrrolo[2,3-b]pyridin-2-yl]-7-methoxy-1-methyl-1H-1,3-benzodiazole-5-carbonyl}-5-fluoropiperidin-3-amine O1C=NC2=C1C=CC=C2C2=CC=C1C(=N2)N(C(=C1)C1=NC2=C(N1C)C(=CC(=C2)C(=O)N2C[C@@H](C[C@H](C2)F)N)OC)CC2CC2